(R)-2,3-Bis(oleoyloxy)propyl-2-(trimethylammonio)ethyl phosphate P(=O)(OC[C@H]([N+](C)(C)C)CC(COC(CCCCCCC\C=C/CCCCCCCC)=O)OC(CCCCCCC\C=C/CCCCCCCC)=O)([O-])[O-]